pyridine-D6 [2H]C1C=CN(C(C1([2H])[2H])([2H])[2H])[2H]